3-(difluoromethyl)-5,7,8,8-tetramethyl-6-oxo-5-phenyl-9,10-dihydropyrido[2,3-b][1,6]naphthyridine-4-carbonitrile FC(C1=C(C2=C(NC=3CC(N(C(C3C2(C2=CC=CC=C2)C)=O)C)(C)C)N=C1)C#N)F